tert-butyl 4-[tert-butyl(diphenyl)silyl]oxy-2-oxo-1,3,4,4a,5,6,8,8a-octahydro-1,7-naphthyridine-7-carboxylate [Si](C1=CC=CC=C1)(C1=CC=CC=C1)(C(C)(C)C)OC1CC(NC2CN(CCC12)C(=O)OC(C)(C)C)=O